N-(3-chloro-2,4-difluorophenyl)-5-(cyclopropyl(pyrimidin-2-yl)meth-oxy)-7-(1-methyl-1H-pyrazol-4-yl)quinazolin-4-amine ClC=1C(=C(C=CC1F)NC1=NC=NC2=CC(=CC(=C12)OC(C1=NC=CC=N1)C1CC1)C=1C=NN(C1)C)F